2-[2-(aminomethyl)-3,3-difluoro-allyl]-4-[[4-[6-(trifluoromethyl)-3-pyridyl]-2-thienyl]methyl]-1,2,4-triazol-3-one NCC(CN1N=CN(C1=O)CC=1SC=C(C1)C=1C=NC(=CC1)C(F)(F)F)=C(F)F